(R)-2-((1-(2-(2'-(dimethylcarbamoyl)-4'H,7'H-spiro[piperidine-4,6'-pyrazolo[5,1-c][1,4]oxazin]-1-yl)-6-methyl-4-oxo-4H-chromen-8-yl)ethyl)amino)benzoic acid CN(C(=O)C1=NN2C(COC3(C2)CCN(CC3)C=3OC2=C(C=C(C=C2C(C3)=O)C)[C@@H](C)NC3=C(C(=O)O)C=CC=C3)=C1)C